C(#C)C=1C(=CC=C2C=CC=C(C12)C1=C(C=2N=C(N=C(C2C=N1)N([C@H]1[C@H](NCC1)C)C)OC[C@@H]1N(C/C(/C1)=C/F)C)F)F 7-(8-ethynyl-7-fluoronaphthalen-1-yl)-8-fluoro-2-(((R,E)-4-(fluoromethylene)-1-methylpyrrolidin-2-yl)methoxy)-N-methyl-N-((2R,3R)-2-methylpyrrolidin-3-yl)pyrido[4,3-d]pyrimidin-4-amine